CN(C)CC1=C2[C@@]3(CN(CC2=CC(=C1)CN1C(=NC=C1)C)C(C)C1=NC=C(C(=C1)OCC)F)C(C3)=O (S)-5'-((dimethylamino)methyl)-2'-(1-(4-ethoxy-5-fluoropyridin-2-yl)ethyl)-7'-((2-Methyl-1H-imidazol-1-yl)methyl)-2',3'-dihydro-1'H-spiro[cyclopropane-1,4'-isoquinolin]-one